5-(3-(4-(((5-(Trifluoromethyl)-1H-indol-2-yl)methyl)amino)butoxy)azetidin-1-yl)benzo[c][2,6]naphthyridine-8-carboxamide FC(C=1C=C2C=C(NC2=CC1)CNCCCCOC1CN(C1)C1=NC2=C(C3=CN=CC=C13)C=CC(=C2)C(=O)N)(F)F